(S)-1-(fluorenylmethoxycarbonyl)-4-(benzyloxycarbonyl)piperazine-2-carboxylic acid C1(=CC=CC=2C3=CC=CC=C3CC12)COC(=O)N1[C@@H](CN(CC1)C(=O)OCC1=CC=CC=C1)C(=O)O